C(C)OC(=O)C1=CNC2=C(C=NC=C2C1=O)C1=C(C(=CC=C1)Cl)Cl 8-(2,3-dichlorophenyl)-4-oxo-1,4-dihydro-1,6-naphthyridine-3-carboxylic acid ethyl ester